(9,9-dimethyl-9H-fluoren-3-yl)phenylamine CC1(C2=CC=CC=C2C=2C=C(C=CC12)NC1=CC=CC=C1)C